FC1=C(C=CC(=C1C)F)C=1C=C2C(=NC1)NCN2CC(CC)=O 6-(2,4-Difluoro-3-methyl-phenyl)-1-(2-oxobutyl)-3H-imidazo[4,5-b]pyridin